7-chloro-5-fluoro-2H-1-benzofuran-3-one ClC1=CC(=CC=2C(COC21)=O)F